C1(CCC1)C1C(N1)C(=O)[O-] 3-cyclobutylaziridine-2-carboxylate